C(CC)(=O)OC1=CC=C2C(=CNC2=C1)CCN(C)C(C)C 3-(2-(isopropyl (methyl) amino) ethyl)-1H-indol-6-yl propionate